C(C)(C)(C)OC(=O)N1CCN(CC1)C(=O)C=1N(C=C(C1)C(NC1=CC(=CC(=C1)NS(=O)(=O)C)Cl)=O)C1=NC=CC=C1 4-{4-[(3-chloro-5-methanesulfonamidophenyl)carbamoyl]-1-(pyridin-2-yl)-1H-pyrrole-2-carbonyl}piperazine-1-carboxylic acid tert-butyl ester